N-(4-methoxybenzyl)prop-2-yn-1-amine COC1=CC=C(CNCC#C)C=C1